C1(=CC(=CC=C1)C1=C(C(=O)[O-])C=CC=C1N)C1=C(C(=O)[O-])C=CC=C1N 1,3-phenylenebis(3-aminobenzoate)